The molecule is zwitterionic form of 3-(pyrazol-1-yl)-L-alanine having an anionic carboxy group and a protonated alpha-amino group; major species at pH 7.3. It is a tautomer of a 3-(pyrazol-1-yl)-L-alanine. C1=CN(N=C1)C[C@@H](C(=O)[O-])[NH3+]